ClC=1C=C(CNC(=O)C2=NC(=NC(=C2O)O)C)C=CC1 (3-chlorobenzyl)-5,6-dihydroxy-2-methylpyrimidine-4-carboxamide